2,2'-((2-((2-(3-(2-((2-((cyanomethyl)amino)ethyl)amino)ethyl)-2-oxoimidazolidin-1-yl)ethyl)amino)ethyl)azanediyl)diacetonitrile C(#N)CNCCNCCN1C(N(CC1)CCNCCN(CC#N)CC#N)=O